ClC=1C=C(C=C(C1OC=1C=C2C3=C(NC2=CC1)C(OCC3(C)C)(C)C)Cl)N3N=C(C(NC3=O)=O)C#N 2-(3,5-Dichloro-4-((1,1,4,4-tetramethyl-1,3,4,9-tetrahydropyrano[3,4-b]indol-6-yl)oxy)phenyl)-3,5-dioxo-2,3,4,5-tetrahydro-1,2,4-triazine-6-carbonitrile